(4S)-2-(sec-butyl)-4-ethyl-2,3,4,6,7,8-hexahydro-5H-chromen-5-one C(C)(CC)C1OC=2CCCC(C2[C@H](C1)CC)=O